C(C)(C)(C)OC(N[C@@H]1CNC[C@H]1O)=O ((3R,4R)-4-hydroxypyrrolidin-3-yl)carbamic acid tert-butyl ester